C[C@@H]1CC[C@H](CC1)[C@@H]1CC[C@H](CC1)CO trans-4-(trans-4-methyl-cyclohexyl)cyclohexyl-methanol